O1CCC(C2=C1C=CC=C2)=O 2,3-dihydro-4-benzopyranone